tert-butyl (3R,4R)-4-{[7-(1-ethylcyclobutyl)-5-iodoimidazo[4,3-f][1,2,4]triazin-2-yl]amino}-3-fluoropiperidine-1-carboxylate C(C)C1(CCC1)C1=NC(=C2C=NC(=NN21)N[C@H]2[C@@H](CN(CC2)C(=O)OC(C)(C)C)F)I